1,6-diamino-2,5-hexanediol NCC(CCC(CN)O)O